N-(4-((4-(5-methyl-1,2,4-oxadiazol-3-yl)-4-phenethylpiperidin-1-yl)methyl)phenyl)acetamide CC1=NC(=NO1)C1(CCN(CC1)CC1=CC=C(C=C1)NC(C)=O)CCC1=CC=CC=C1